Cl.CC1=CC=C2N=C3CCCCC3=C(C2=C1)N 7-methyl-1,2,3,4-tetrahydroacridine-9-amine hydrochloride